CP(C1C(CCCC1)F)(CC)=O methylethyl-(2-fluorocyclohexyl)phosphine oxide